F[C@H]1CN(CC[C@H]1NC1=C2C=C(N(C2=CC=C1)CC(F)(F)F)C1=NOC(=N1)CNC(=O)C1=CSC=C1)C N-{[3-(4-{[(3S,4R)-3-fluoro-1-methylpiperidin-4-yl]amino}-1-(2,2,2-trifluoroethyl)-1H-indol-2-yl)-1,2,4-oxadiazol-5-yl]methyl}thiophene-3-carboxamide